C[C@H]1CN(CCN1)C(=O)C1=CC(=NC=C1)C (S)-(3-methylpiperazin-1-yl)(2-methylpyridin-4-yl)methanone